1-[3-(2,4-dioxo-1,3-diazinan-1-yl)-1-methylindazol-7-yl]piperidine-4-carbaldehyde O=C1N(CCC(N1)=O)C1=NN(C2=C(C=CC=C12)N1CCC(CC1)C=O)C